N-ε-trimethyllysine C[N+](C)(C)CCCC[C@@H](C(=O)O)N